ClC1=C2C(=CN=C1Cl)C=1C(N(CCC1N2)C(=O)C2=NC=C(C=N2)OC)C (6,7-dichloro-1-methyl-1,3,4,5-tetrahydro-2H-pyrrolo[3,2-c:4,5-c']dipyridin-2-yl)(5-methoxypyrimidin-2-yl)methanone